OCC(CC)NC1=CC(=NC=C1C)NC1=CC2=C(B(OC2)O)C=C1 5-((4-((1-hydroxybut-2-yl)amino)-5-methylpyridin-2-yl)amino)benzo[c][1,2]oxaborole-1(3H)-ol